N(=[N+]=[N-])[C@H](C(=O)N1[C@@H](C[C@H](C1)O)C(=O)N[C@@H](CO)C1=CC=C(C=C1)C1=NC=CN=C1)C(C)C (2S,4R)-1-((S)-2-azido-3-methylbutanoyl)-4-hydroxy-N-((R)-2-hydroxy-1-(4-(pyrazin-2-yl)phenyl)ethyl)pyrrolidine-2-carboxamide